ClC1=C(C(=C(C=C1OC)OC)Cl)C1=CC2=C(N=C(N=C2)N[C@@H]2COCC[C@@H]2NC(C=C)=O)C(=N1)CC=1C=NN(C1)C N-((3S,4S)-3-((6-(2,6-dichloro-3,5-dimethoxyphenyl)-8-((1-methyl-1H-pyrazol-4-yl)methyl)pyrido[3,4-d]pyrimidin-2-yl)amino)tetrahydro-2H-pyran-4-yl)acrylamide